1-(1-((2S,4S)-1-acetyl-2-(cyanomethyl)piperidin-4-yl)-8-chloro-6-fluoro-4-((S)-1-((S)-1-methylpyrrolidin-2-yl)ethoxy)-1H-pyrazolo[4,3-c]quinolin-7-yl)isoquinoline-8-carbonitrile C(C)(=O)N1[C@@H](C[C@H](CC1)N1N=CC=2C(=NC=3C(=C(C(=CC3C21)Cl)C2=NC=CC1=CC=CC(=C21)C#N)F)O[C@@H](C)[C@H]2N(CCC2)C)CC#N